C(CCCC)(=O)O normal pentanoic acid